COC1=CC=C(C(=O)[Ge](CC)(CC)C(C2=CC=C(C=C2)OC)=O)C=C1 bis(4-methoxybenzoyl)-diethyl-germanium